C1N2C(=NC1=C2)C=2N1C=C(N2)C1 1,1'-Dimethylene-2,2'-biimidazole